Cl.FC(OC1(CCC1)C1=NN=C(O1)C12CC(C1)(C2)N)(F)F 3-(5-(3-cis-(trifluoromethoxy)cyclobutyl)-1,3,4-oxadiazol-2-yl)-bicyclo[1.1.1]Pentane-1-amine HCl salt